(2-aminoethyl)(1-(4-fluoro-3-(trifluoromethyl)phenyl)cyclopropyl)carbamic acid methyl ester COC(N(C1(CC1)C1=CC(=C(C=C1)F)C(F)(F)F)CCN)=O